1-AMINO-CYCLOPROPANE-1-CARBOXYLIC ACID HYDROCHLORIDE Cl.NC1(CC1)C(=O)O